C(C1=CC=CC=C1)S(=O)(=O)CCSCCS(=O)(=O)CC1=CC=CC=C1 mono-(toluenesulfonylethyl) sulfide